3,3,5,7,7-Pentamethyl-1,2,4-Trioxepan CC1(OOC(CC(O1)C)(C)C)C